FC(C1=CC=C(C=C1)C1=CN=C(C2=NC=CN=C21)N[C@@H]2CN(CC2)C(C=C)=O)(F)F (S)-1-(3-((8-(4-(trifluoromethyl)phenyl)pyrido[3,4-b]pyrazin-5-yl)amino)pyrrolidin-1-yl)prop-2-en-1-one